C(C)(C)(C)[Si](OC[C@@H]1O[C@H](CC1)N1C(NC(C(=C1)C)=O)=O)(C1=CC=CC=C1)C1=CC=CC=C1 (2R,3S,5R)-2-(((tert-butyldiphenyl-silyl)oxy)methyl)-5-(5-methyl-2,4-dioxo-3,4-dihydropyrimidin-1(2H)-yl)tetrahydrofuran